β-fluoro-β-(2,2,3,3,4,4,5,5,6,6,7,7,8,8,9,9,10,10,11,11,11-henicosafluoroundecoxy)styrene FC(=CC1=CC=CC=C1)OCC(C(C(C(C(C(C(C(C(C(F)(F)F)(F)F)(F)F)(F)F)(F)F)(F)F)(F)F)(F)F)(F)F)(F)F